C1(=CC=CC=C1)[SiH](O[SiH](C1=CC=CC=C1)C1=CC=CC=C1)C1=CC=CC=C1 1,1,3,3-tetraphenyldisiloxane